Diphenyl-methanone imine C1(=CC=CC=C1)C(=N)C1=CC=CC=C1